N-((4-bromo-1-tosyl-1H-pyrrol-2-yl)methyl)-2-methylpropane-2-sulfinamide BrC=1C=C(N(C1)S(=O)(=O)C1=CC=C(C)C=C1)CNS(=O)C(C)(C)C